5-bromo-6-methoxypyridin-3-amine BrC=1C=C(C=NC1OC)N